BrC1=C(C=C2C(=CNC2=C1)C1=NC(=NC=C1C(F)(F)F)N[C@@H]1CN(CCC1)C(=O)OC(C)(C)C)F (S)-tert-Butyl 3-((4-(6-bromo-5-fluoro-1H-indol-3-yl)-5-(trifluoromethyl)pyrimidin-2-yl)amino)piperidine-1-carboxylate